N-[4-(2,6-Dimethylphenyl)-6-[4-(4-hydroxy-1-piperidyl)phenoxy]pyrimidin-2-yl]-1-methyl-pyrazole-4-sulfonamide CC1=C(C(=CC=C1)C)C1=NC(=NC(=C1)OC1=CC=C(C=C1)N1CCC(CC1)O)NS(=O)(=O)C=1C=NN(C1)C